{3-[(1,3-benzothiazol-2-yl)amino]-4-methyl-5H,6H,7H,8H-pyrido[2,3-C]pyridazin-8-yl}-5-(3-{4-[2-(dimethylamino)ethoxy]phenoxy}propyl)-1,3-thiazole-4-carboxylic acid S1C(=NC2=C1C=CC=C2)NC2=C(C1=C(N=N2)N(CCC1)C=1SC(=C(N1)C(=O)O)CCCOC1=CC=C(C=C1)OCCN(C)C)C